4-(4-(t-butyl)phenyl)-2-isopropyl-1H-indene C(C)(C)(C)C1=CC=C(C=C1)C1=C2C=C(CC2=CC=C1)C(C)C